ClC=1C2=C(N=C(N1)N1CCN(CC1)C)C(C=1C=CC=CC12)=O Chloro-2-(4-methylpiperazin-1-yl)-9H-indeno[2,1-d]pyrimidine-9-one